(R)-7-(7,8-difluoronaphthalen-1-yl)-8-fluoro-N-methyl-N-(pyrrolidin-3-yl)-2-((tetrahydro-1H-pyrrolizin-7a(5H)-yl)methoxy)pyrido[4,3-d]pyrimidin-4-amine FC1=CC=C2C=CC=C(C2=C1F)C1=C(C=2N=C(N=C(C2C=N1)N([C@H]1CNCC1)C)OCC12CCCN2CCC1)F